N-Allyl-N-[2-(1H-indol-3-yl)ethyl]prop-2-en-1-amine C(C=C)N(CC=C)CCC1=CNC2=CC=CC=C12